1-(1(R)-(6,7-difluoro-1-oxo-1,2-dihydroisoquinolin-4-yl)ethyl)-1-methyl-3-((R)-1-methylethyl)urea FC=1C=C2C(=CNC(C2=CC1F)=O)[C@@H](C)N(C(=O)NC(C)C)C